N1CC(C1)CCCCCCCCCCC(=O)N[C@@H](CO[C@H]1O[C@@H]([C@@H]([C@@H]([C@H]1O)O)O)CO)[C@@H]([C@@H](CCCCCCCCCCCCCC)O)O 11-(azetidin-3-yl)-N-((2S,3S,4R)-3,4-dihydroxy-1-(((2S,3R,4S,5R,6R)-3,4,5-trihydroxy-6-(hydroxymethyl)tetrahydro-2H-pyran-2-yl)oxy)octadecan-2-yl)undecanamide